C(C)(C)(C)OC(=O)N1CN=C2C(=C1)SC=C2 thieno[3,2-d]pyrimidine-3-carboxylic acid tert-butyl ester